FC1=C(C=C(C=C1)C(C(=O)O)C)CC=O 2-[4-fluoro-3-(2-oxoethyl)phenyl]propanoic acid